OC1(CCC1)C[C@H](COCOCC[Si](C)(C)C)NC(OC(C)(C)C)=O tert-Butyl N-[(1R)-1-[(1-hydroxycyclobutyl)methyl]-2-(2-trimethylsilylethoxy methoxy)ethyl]carbamate